N1C(=NC2=NC=CC=C21)C(=O)N[C@H](C(=O)N[C@H](C(=O)[O-])C[C@H]2C(NCC2)=O)CC(C)C.FC(C=2N[NH+]=CC2)(F)F 3-trifluoromethyl-pyrazolium (2S)-2-[[(2S)-2-(1H-imidazo[4,5-b]pyridine-2-carbonylamino)-4-methyl-pentanoyl]amino]-3-[(3S)-2-oxopyrrolidin-3-yl]propanoate